ClC1=C(C(=CC(=C1)F)C1=CC=CC=C1)C(=O)NCC1(NC(NC1=O)=O)C1=CC=NN1C chloro-5-fluoro-N-{[4-(1-methyl-1H-pyrazol-5-yl)-2,5-dioxoimidazolidin-4-yl]methyl}[biphenyl]-2-carboxamide